di-tert-butyl-(2r,4r)-4-((6'-chloro-3'-fluoro-[2,4'-bipyridyl]-2'-yl)methyl)-2-methylpiperidine-1,4-dicarboxylic acid C(C)(C)(C)C1[C@](N(CC[C@@]1(C(=O)O)CC1=NC(=CC(=C1F)C1=NC=CC=C1)Cl)C(=O)O)(C)C(C)(C)C